O1COC2=C1C=CC(=C2)C2CC(=CC(C2)=O)CCCCCC 5-1,3-benzodioxole-5-yl-3-hexylcyclohexa-2-enone